((2,2,2-trifluoroethyl)amino)-3,4-dihydropyrido[3,2-d]pyrimidin-2(1H)-one FC(CNN1C(NCC2=C1C=CC=N2)=O)(F)F